N1=C(NC=2C=NC=3C=CC=CC3C21)CCNCCC=2OC=C(N2)C(=O)NCC2=NC=CC=C2F 2-(2-((2-(3H-imidazo[4,5-c]quinolin-2-yl)ethyl)amino)ethyl)-N-((3-fluoropyridin-2-yl)methyl)oxazole-4-carboxamide